CC1=CC=CC(=N1)C(=O)N 6-methylpyridineamide